FC(C1=C(C=C2CCCN(C2=C1)C1=NN(C2=C1CN(CC2)C(C)=O)C2CCOCC2)N2CC1(C=3C2=CN=CC3)CNC1)F 1-{3-[7-(difluoromethyl)-6-{2'H-spiro[azetidine-3,3'-pyrrolo[2,3-c]pyridin]-1'-yl}-3,4-dihydro-2H-quinolin-1-yl]-1-(oxan-4-yl)-4H,6H,7H-pyrazolo[4,3-c]pyridin-5-yl}ethanone